C1(=CC=CC=C1)C1=CC(=CC(=C1)C=1C=CC2=C(C1)C=1N=CN=C(C1O2)C2=CC(=CC=C2)C2=CC=CC1=C2SC2=C1C=CC=C2)C2=CC=CC=C2 8-(1,1':3',1''-terphenyl-5'-yl)-4-[3-(dibenzothiophen-4-yl)phenyl]-[1]benzofuro[3,2-d]pyrimidine